[Zn+2].O=C1N(C=CC(N1)=O)C=1C=NC2=CC=C(C=C2C1)OCCCCC=O 5-(3-(2,4-dioxo-3,4-dihydropyrimidin-1(2H)-yl)quinolin-6-yloxy)pentanal zinc (II)